4-((4-fluoro-2-methylphenyl)-amino)-N-(6-methoxy-2-methylpyridin-3-yl)-6-(tri-fluoromethyl)-nicotinamide FC1=CC(=C(C=C1)NC1=CC(=NC=C1C(=O)NC=1C(=NC(=CC1)OC)C)C(F)(F)F)C